5,7-dichloro-1,8-naphthyridin-2-amine ClC1=C2C=CC(=NC2=NC(=C1)Cl)N